5-(4-amino-phenyl)-2-thiocytidine NC1=CC=C(C=C1)C=1C(=NC(N([C@H]2[C@H](O)[C@H](O)[C@@H](CO)O2)C1)=S)N